C1(=CC=C(C=C1)C(C(=O)N)OC1=C(C=CC=C1)C(C)(C)C)C1=CC=CC=C1 [[1,1'-biphenyl]-4-yl]-2-(2-(tert-butyl)phenoxy)acetamide